N[C@@H](C(=O)O)CCCCCC |r| Dl-2-Aminooctanoic Acid